(3-((5-mercapto-4-methyl-4H-1,2,4-triazol-3-yl)methyl)-3-(3-nitrophenyl)cyclobutyl)methanol SC=1N(C(=NN1)CC1(CC(C1)CO)C1=CC(=CC=C1)[N+](=O)[O-])C